CCCCCC(C#CC(CCCCC)O)O tetradeca-7-yne-6,9-diol